C(C)(C)(C)OC(=O)C1CC2CCC(C1)C2C(=O)O 3-(tert-butoxycarbonyl)bicyclo[3.2.1]octane-8-carboxylic acid